2-[[3-(5-oxo-4H-1,2,4-oxadiazol-3-yl)-2-[4-(trifluoromethyl)anilino]-4-pyridyl]oxy]acetamide O=C1NC(=NO1)C=1C(=NC=CC1OCC(=O)N)NC1=CC=C(C=C1)C(F)(F)F